2-N-butyryl-6-O-(N,O-di(tert-butoxycarbonyl)-L-tyrosyl)-D-glucosamine C(CCC)(=O)N[C@H]1C(O)O[C@@H]([C@H]([C@@H]1O)O)COC([C@@H](NC(=O)OC(C)(C)C)CC1=CC=C(C=C1)OC(=O)OC(C)(C)C)=O